manganese-titanium-chromium [Cr].[Ti].[Mn]